2-(3-fluoro-2-methoxy-5-(4-methyltetrahydro-2H-pyran-4-yl)phenyl)-2-((R)-3-((5-(4-methoxy-5,6,7,8-tetrahydro-1,8-naphthyridin-2-yl)pentyl)oxy)pyrrolidin-1-yl)acetic acid FC=1C(=C(C=C(C1)C1(CCOCC1)C)C(C(=O)O)N1C[C@@H](CC1)OCCCCCC1=NC=2NCCCC2C(=C1)OC)OC